S1C(=CC=C1)C1=CC=CC=C1 6-(thiophen-2-yl)benzol